C(#N)C1=C(C=CC=C1)SC=1C=2N(C=C(C1)C=1C=NN(C1C)C1CCC(CC1)(C)O)N=CC2C#N 4-((2-cyanophenyl)thio)-6-(1-((1r,4r)-4-hydroxy-4-methylcyclohexyl)-5-methyl-1H-pyrazol-4-yl)pyrazolo[1,5-a]pyridine-3-carbonitrile